NC1=C(C=C(C=C1C(=O)N)C1=CC(=NC(=C1)F)N1C[C@@H](CC1)N)C1=C(C(=CC=C1C)O)C 2-amino-5-(2-((R)-3-aminopyrrolidin-1-yl)-6-fluoropyridin-4-yl)-3'-hydroxy-2',6'-dimethyl-[1,1'-biphenyl]-3-carboxamide